(Z)-2-cyano-3-(7-(diethylamino)-2-oxo-2H-chromen-3-yl)acrylic acid C(#N)/C(/C(=O)O)=C/C=1C(OC2=CC(=CC=C2C1)N(CC)CC)=O